C(C)(C)(C)OC(=O)N(C(CCCC(=O)OCC)C)CC(=C=O)OCC Ethyl 5-((tert-butoxycarbonyl)(2-ethoxy-2-carbonylethyl)amino)hexanoate